NC=1SC(=CN1)SC=1C(=CC(=C(C(=O)N2CCN(CC2)C(C)=O)C1)OC)C 1-(4-(5-((2-aminothiazol-5-yl)thio)-2-methoxy-4-methylbenzoyl)piperazin-1-yl)ethan-1-one